C(C)(=O)OC1=C(C(=NN1C1=CC=CC=C1)C)C(C=1OC2=C(C1NS(=O)(=O)C1=CC=C(C=C1)C)C=CC=C2)C2=CC(=CC=C2)Cl (-)-4-((3-Chlorophenyl)(3-((4-methylphenyl)sulfonamido)benzofuran-2-yl)methyl)-3-methyl-1-phenyl-1H-pyrazol-5-yl acetate